COC1=CC(NC=C1)=O 4-methoxy-2-oxopyridin